S1C2=C(C(=C1)CCO)CCCC2 2-(4,5,6,7-tetrahydrobenzo[b]thiophen-3-yl)ethanol